N-((3R,4S)-4-((6-(2,6-dichloro-3,5-di-methoxyphenyl)-8-neopentylpyrido[3,4-d]pyrimidin-2-yl)amino)tetra-hydrofuran-3-yl)acrylamide ClC1=C(C(=C(C=C1OC)OC)Cl)C1=CC2=C(N=C(N=C2)N[C@H]2[C@H](COC2)NC(C=C)=O)C(=N1)CC(C)(C)C